OC1(CCN(CC1)C(=O)OC(C)(C)C)C=1OC(=NN1)[C@@]12CN(C[C@]2(C1)C(F)(F)F)C1=C2C=CC=NC2=C(C=C1)C(F)(F)F tert-butyl 4-hydroxy-4-(5-((1S,5R)-5-(trifluoromethyl)-3-(8-(trifluoromethyl)quinolin-5-yl)-3-azabicyclo[3.1.0]hexan-1-yl)-1,3,4-oxadiazol-2-yl)piperidine-1-carboxylate